(R/S)-6-[2-Tetrahydrofuran-3-yl-5-(trifluoromethyl)imidazo[4,5-b]pyridin-3-yl]-3H-1,3-benzoxazol-2-one O1C[C@H](CC1)C1=NC=2C(=NC(=CC2)C(F)(F)F)N1C1=CC2=C(NC(O2)=O)C=C1 |r|